COC(=O)C=1N(C=C(C1)C(O)C=1C(=NC(=CC1)N1CC2CC2C1)C)COCC[Si](C)(C)C 4-[(6-{3-Azabicyclo[3.1.0]hex-3-yl}-2-methylpyridin-3-yl)(hydroxy)methyl]-1-{[2-(trimethylsilyl)ethoxy]-methyl}-1H-pyrrole-2-carboxylic acid methyl ester